FC1=CC=C(C=C1)C1SCC(N1C1=C(C=C(C(=O)OC=2C=C3CCCC3=CC2)C=C1)C)=O 2,3-Dihydro-1H-inden-5-yl 4-[2-(4-fluorophenyl)-4-oxo-1,3-thiazolidin-3-yl]-3-methylbenzoate